(1S,3S,4S)-N-[(1R)-1-cyano-2-[(3S)-2-oxo-3-piperidyl]ethyl]-2-[(2S)-3-cyclobutyl-2-[(2,2,2-trifluoroacetyl)amino]propanoyl]-5,5-difluoro-2-azabicyclo[2.2.2]octane-3-carboxamide C(#N)[C@@H](C[C@H]1C(NCCC1)=O)NC(=O)[C@H]1N([C@@H]2CC([C@H]1CC2)(F)F)C([C@H](CC2CCC2)NC(C(F)(F)F)=O)=O